3-[(3-aminophenyl)methyl]aniline NC=1C=C(C=CC1)CC=1C=C(N)C=CC1